tert-butyl (R)-2-((tert-butyldimethyl-silyl)oxy)-3-((2-((2-(dimethylamino)ethyl)amino)quinolin-6-yl)oxy)propanoate C(C)(C)(C)[Si](O[C@@H](C(=O)OC(C)(C)C)COC=1C=C2C=CC(=NC2=CC1)NCCN(C)C)(C)C